(S)-2-((2,2-dimethyl-1,3-dioxolan-4-yl)methyl)-8-(2-fluoro-4-(trimethylsilyl)phenyl-amino)-2,6-naphthyridin-1(2H)-one CC1(OC[C@@H](O1)CN1C(C2=C(C=NC=C2C=C1)NC1=C(C=C(C=C1)[Si](C)(C)C)F)=O)C